N,N-dimethyl-N,N-diphenylurea CN(C1=CC=CC=C1)C(=O)N(C)C2=CC=CC=C2